C(CCCCCCCCC)S n-decylmercaptan